OC=1C=C2C(N(C(C2=CC1O)=O)C1CC(OC1=O)C(=O)O)=O 4-(5,6-dihydroxy-1,3-dioxo-1,3-dihydro-2H-isoindol-2-yl)-5-oxooxolane-2-carboxylic acid